1-(1-(4-(5-(2-hydroxy-prop-2-yl)pyridin-2-yl)benzyl)-1H-indol-5-yl)-5-methyl-1H-pyrazole-3-carboxamide OC(C)(C)C=1C=CC(=NC1)C1=CC=C(CN2C=CC3=CC(=CC=C23)N2N=C(C=C2C)C(=O)N)C=C1